CC1=CC=C(C=C1)NC1=NC=NC2=CC(=C(C=C12)OC(C(=O)N)(CC)CC)OC 2-(4-((4-methylphenyl)amino)-7-methoxyquinazolin-6-yl)-oxydiethylacetamide